C[C@@H]1N(CC1)C=1N=C(C2=C(N1)CCC2)C2=CC=C(C=C2)C2(COC2)O (S)-3-(4-(2-(2-methylazetidin-1-yl)-6,7-dihydro-5H-cyclopenta[d]pyrimidin-4-yl)phenyl)oxetan-3-ol